S(C#N)C1=NC=NN1 5-thio-cyanato-1H-[1,2,4]triazole